2-carbonyl-1,2-dihydropyrrolo[4,3,2-ij]isoquinoline C(=O)=C1NC2=NC=CC3=CC=CC1=C23